ClC1=CN=C2N1C=C(C=C2)NC(=O)C=2C=NN(C2C(F)(F)F)C2=C1C=CNC(C1=CC=C2)=O N-(3-chloroimidazo[1,2-a]pyridin-6-yl)-1-(1-oxo-2H-isoquinolin-5-yl)-5-(trifluoromethyl)pyrazole-4-carboxamide